2-((2-chloro-6-methoxyphenyl)thio)-1-(4-(5-(chlorodifluoromethyl)-1,2,4-oxadiazol-3-yl)phenyl)ethan-1-one ClC1=C(C(=CC=C1)OC)SCC(=O)C1=CC=C(C=C1)C1=NOC(=N1)C(F)(F)Cl